C(C)C1=NN2C(NC=3C(=C2)CN(C3)CC)=C1 2,6-diethyl-6,7-dihydro-4H-pyrazolo[1,5-a]pyrrolo[3,4-d]pyrimidine